(4aR,8aS)-6-[4-[4-Chloro-3-(1,2,4-triazol-1-yl)phenoxy]piperidine-1-carbonyl]-4,4a,5,7,8,8a-hexahydropyrido[4,3-b][1,4]oxazin-3-one ClC1=C(C=C(OC2CCN(CC2)C(=O)N2C[C@@H]3[C@@H](OCC(N3)=O)CC2)C=C1)N1N=CN=C1